diphenyl-(1-(o-methyl-phenyl)vinyl)silane C1(=CC=CC=C1)[SiH](C(=C)C1=C(C=CC=C1)C)C1=CC=CC=C1